gold monocyanide [Au]C#N